2-[2-(6-bromo-4-fluoro-indazol-2-yl)-3-ethoxy-3-oxo-propionyl]pyrrolidine-1-carboxylic acid tert-butyl ester C(C)(C)(C)OC(=O)N1C(CCC1)C(C(C(=O)OCC)N1N=C2C=C(C=C(C2=C1)F)Br)=O